thiocarbamate C(N)([O-])=S